(2S,5S)-5-{(2S,3S)-2-[2-(2-Fluoro-ethoxy)-acetylamino]-3-methyl-pentanoylamino}-4-oxo-1,2,4,5,6,7-hexahydro-azepino[3,2,1-hi]indole-2-carboxylic acid (oxazol-5-ylmethyl)-amide O1C=NC=C1CNC(=O)[C@H]1N2C3=C(C=CC=C3C1)CC[C@@H](C2=O)NC([C@H]([C@H](CC)C)NC(COCCF)=O)=O